C(C)(C)(C)OC(N(CC(NC=1C=NC(=C(C1)Cl)OC1=CC=NC2=CC(=C(C=C12)OC)OC)=O)CC1=CC=CC=C1)=O benzyl-{[5-chloro-6-(6,7-dimethoxy-quinolin-4-yloxy)-pyridin-3-ylcarbamoyl]-methyl}-carbamic acid tert-butyl ester